methyl (2-cyano-6-methylphenyl)carbamate C(#N)C1=C(C(=CC=C1)C)NC(OC)=O